COC1=C2C(=CN=C1C(F)(F)F)NC(=C2)C(=O)N 4-methoxy-5-(trifluoromethyl)-1H-pyrrolo[2,3-c]pyridine-2-carboxamide